phosphosulfate C1=NC(=C2C(=N1)N(C=N2)[C@H]3[C@@H]([C@@H]([C@H](O3)COP(=O)(O)OS(=O)(=O)O)O)O)N